3-(Benzyloxy)-4-methyl-5-(1-(tetrahydro-2H-pyran-4-yl)-1H-pyrazol-4-yl)picolinonitrile C(C1=CC=CC=C1)OC=1C(=NC=C(C1C)C=1C=NN(C1)C1CCOCC1)C#N